triethylene glycol bis[beta-(5-tert-butyl-4-hydroxy-3-methylphenyl) propionate] C(C)(C)(C)C=1C(=C(C=C(C1)CCC(=O)OCCOCCOCCOC(CCC1=CC(=C(C(=C1)C(C)(C)C)O)C)=O)C)O